OC(CN(CCCC(=O)OCCN1CCN(CC1)CCSSCCCN(CC(CCCCCCC(=O)OCCC(C)C)O)CC(CCCCCCC(=O)OCCC(C)C)O)CC(CCCCC(OC(C)C)=O)O)CCCCC(=O)OC(C)C Diisopentyl 9,9'-((3-((2-(4-(2-((4-(bis(2-hydroxy-7-isopropoxy-7-oxoheptyl)amino)-butanoyl)oxy)ethyl)piperazin-1-yl)ethyl)disulfaneyl)propyl)azanediyl)bis(8-hydroxynonanoate)